C(C)(C)(C)OC(=O)N1[C@@H]2[C@@H]([C@@H](C[C@H]1CC2)NC)F |r| (±)-(1S,2R,3R,5R)-2-fluoro-3-(methylamino)-8-azabicyclo[3.2.1]Octane-8-carboxylic acid tert-butyl ester